1-bromo-3-chloro-5-iodobenzene BrC1=CC(=CC(=C1)I)Cl